N-{[4-(benzenesulfonyl)phenyl]methyl}isoquinoline-6-carboxamide C1(=CC=CC=C1)S(=O)(=O)C1=CC=C(C=C1)CNC(=O)C=1C=C2C=CN=CC2=CC1